CC([O-])C Isopropoxid